[C@H]12[C@H](C[C@H](CC1)N2)O |r| rac-(1R,2S,4S)-7-azabicyclo[2.2.1]heptan-2-ol